FC1=C(C=CC=C1)[C@@H]1CCC=2N1N=C(N2)\C=C\C (S)-5-(2-fluorophenyl)-2-[(E)-prop-1-enyl]-6,7-dihydro-5H-pyrrolo[1,2-b][1,2,4]triazole